DL-tartarate C(C(O)C(O)C(=O)[O-])(=O)[O-]